(R)-3-((4-(4-bromo-2-methoxyphenyl)-7-fluorophthalazin-1-yl)amino)piperidine-1-carboxylic acid tert-butyl ester C(C)(C)(C)OC(=O)N1C[C@@H](CCC1)NC1=NN=C(C2=CC=C(C=C12)F)C1=C(C=C(C=C1)Br)OC